dodecenyl-butanediamide C(=CCCCCCCCCCC)C(C(=O)N)CC(=O)N